N-(cis-2-(3-bromo-5-fluorobenzyl)pyrrolidin-3-yl)methanesulfonamide BrC=1C=C(C[C@@H]2NCC[C@@H]2NS(=O)(=O)C)C=C(C1)F